((trans)-3-(2-(3-carbamoyl-1H-indazol-1-yl)-N-(2-((3-chloro-2-fluorophenylmethyl)amino)-2-oxoethyl)acetamido)cyclobutyl)carbamic acid tert-butyl ester C(C)(C)(C)OC(N[C@@H]1C[C@H](C1)N(C(CN1N=C(C2=CC=CC=C12)C(N)=O)=O)CC(=O)NCC1=C(C(=CC=C1)Cl)F)=O